C1(=CC=CC2=CC=CC=C12)C(=O)OO.[Rb] rubidium hydroxy naphthoate